5-(2-chloro-5-methoxyphenyl)-4-(2,4-difluorophenyl)-1,3-dimethyl-2(1H)-pyridinone ClC1=C(C=C(C=C1)OC)C=1C(=C(C(N(C1)C)=O)C)C1=C(C=C(C=C1)F)F